BrC1=C(C=C(C2=C1OC(O2)(F)F)CO)F (7-bromo-2,2,6-trifluorobenzo[d][1,3]dioxol-4-yl)methanol